C(CCCCCCC\C=C/C\C=C/CCCCC)(=O)O.C(CC(C)O)O 1,3-Butylene Glycol Monolinoleate